C1(CC1)C([C@@H](C(=O)NC1=CN=C(S1)CC=1C(=NC=C(C1)F)OC)NC(=O)C=1N(N=CC1)C(C)C)C1CC1 N-[(1S)-1-(dicyclopropylmethyl)-2-[[2-[(5-fluoro-2-methoxy-3-pyridyl)methyl]thiazol-5-yl]amino]-2-oxo-ethyl]-2-isopropyl-pyrazole-3-carboxamide